(oxetane-3-yl)methyltriethoxysilane O1CC(C1)C[Si](OCC)(OCC)OCC